C(C)(=O)N1CCN(CC1)C1=CC(=C(C=C1)NC1=NC(=NC=C1F)NC=1C=C(C=CC1)NC(CC)=O)OC N-(3-((4-((4-(4-acetylpiperazin-1-yl)-2-methoxyphenyl)amino)-5-fluoropyrimidin-2-yl)amino)phenyl)propionamide